tert-butyl 6-((6-chloro-2-(2-((6,6-dimethyl-2,4-dioxo-3-azabicyclo[3.1.0]hexan-3-yl)methyl)thieno[3,2-b]pyridin-7-yl)-4-methylpyridin-3-yl)amino)-2-azaspiro[3.3]heptane-2-carboxylate ClC1=CC(=C(C(=N1)C1=C2C(=NC=C1)C=C(S2)CN2C(C1C(C1C2=O)(C)C)=O)NC2CC1(CN(C1)C(=O)OC(C)(C)C)C2)C